1-methyl-4-(4-(4,4,5,5-tetramethyl-1,3-dioxolan-2-yl)-1H-pyrazol-1-yl)piperidine CN1CCC(CC1)N1N=CC(=C1)C1OC(C(O1)(C)C)(C)C